NC1=NC=CC2=C(C=CC=C12)C1=CC=C2CC[C@H](C2=C1)OC1=C(C=CC=C1)CC(=O)OCC (R)-ethyl 2-(2-((6-(1-aminoisoquinolin-5-yl)-2,3-dihydro-1H-inden-1-yl)oxy)phenyl)acetate